2-cyclopropoxy-5-(4-(2-fluoroethyl)piperazin-1-yl)aniline C1(CC1)OC1=C(N)C=C(C=C1)N1CCN(CC1)CCF